C(C=C)(=O)N1[C@H](CN(CC1)C1=NC(=NC=2CC(CCC12)N1CCC2=CC=CC=C12)NC1CCN(CC1)C)CC#N 2-((2S)-1-Acryloyl-4-(7-(indolin-1-yl)-2-((1-methylpiperidin-4-yl)amino)-5,6,7,8-tetrahydroquinazolin-4-yl)piperazin-2-yl)acetonitrile